3-nitro-2-(3-trifluoromethylpiperidin-1-yl)pyridine [N+](=O)([O-])C=1C(=NC=CC1)N1CC(CCC1)C(F)(F)F